C1CCC2=C(C=3CCCC3C=C12)NC(=O)N1N(C(=CC1)C(C)(C)O)C1=CC=CC=C1 (S)-N'-((1,2,3,5,6,7-hexahydro-s-indacen-4-yl)carbamoyl)-5-(2-hydroxy-propan-2-yl)-1-phenyl-1H-pyrazole